4-(8-[2-[(1r,3r)-3-([6-[(1E)-3-[(tert-butyldimethylsilyl)oxy]Prop-1-en-1-yl]Pyridin-3-yl]Oxy)cyclobutoxy]Pyridin-4-yl]-3,8-diazabicyclo[3.2.1]Octane-3-yl)pyridazin-3-amine [Si](C)(C)(C(C)(C)C)OC/C=C/C1=CC=C(C=N1)OC1CC(C1)OC1=NC=CC(=C1)N1C2CN(CC1CC2)C2=C(N=NC=C2)N